ClC1=CC=C(C(=N1)C(=O)NS(=O)(=O)C)N[C@H](C)C=1C=C(C=C2C(C(=C(OC12)C1=C(C(=CC=C1)F)C#N)C)=O)C 6-Chloro-3-[[(1R)-1-[2-(2-cyano-3-fluoro-phenyl)-3,6-dimethyl-4-oxo-chromen-8-yl]ethyl]amino]-N-methylsulfonyl-pyridine-2-carboxamide